ethyl xyluronate O=C[C@H](O)[C@@H](O)[C@H](O)C(=O)OCC